2-{3-[(4-methane-sulfonyl-2-methoxy-phenyl)amino]prop-1-yn-1-yl}-N-[(1R,4R)-4-(3-methanesulfonyl-azetidin-1-yl)cyclohexyl]-1-(2,2,2-trifluoroethyl)-1H-indol-4-amine CS(=O)(=O)C1=CC(=C(C=C1)NCC#CC=1N(C=2C=CC=C(C2C1)NC1CCC(CC1)N1CC(C1)S(=O)(=O)C)CC(F)(F)F)OC